4-oxo-6-((1R,2R)-2-(pyrimidin-2-yl)cyclobutyl)-1-((R)-1-(2-(trifluoromethyl)thiazol-5-yl)ethyl)-4,5-dihydro-1H-pyrazolo[3,4-d]pyrimidine-3-carbonitrile O=C1C2=C(N=C(N1)[C@H]1[C@@H](CC1)C1=NC=CC=N1)N(N=C2C#N)[C@H](C)C2=CN=C(S2)C(F)(F)F